2,2-bis(3-(3-nitrobenzoylamino)-4-triisopropylsiloxyphenyl)hexafluoropropane [N+](=O)([O-])C=1C=C(C(=O)NC=2C=C(C=CC2O[Si](C(C)C)(C(C)C)C(C)C)C(C(F)(F)F)(C(F)(F)F)C2=CC(=C(C=C2)O[Si](C(C)C)(C(C)C)C(C)C)NC(C2=CC(=CC=C2)[N+](=O)[O-])=O)C=CC1